2-(2,6-Dioxopiperidin-3-yl)-4-(2-oxo-2-(4-(4-((5-(m-tolyl)imidazo[1,2-a]pyrazin-8-yl)amino)phenyl)piperazin-1-yl)ethoxy)isoindoline-1,3-dione O=C1NC(CCC1N1C(C2=CC=CC(=C2C1=O)OCC(N1CCN(CC1)C1=CC=C(C=C1)NC=1C=2N(C(=CN1)C=1C=C(C=CC1)C)C=CN2)=O)=O)=O